C(CCC)OC(\C(=C(/C(=O)OCCCC)\Cl)\Cl)=O di-n-butyl-2,3-dichloro-maleic acid